N-(2-chloro-5-fluorophenyl)prop-2-enamide ClC1=C(C=C(C=C1)F)NC(C=C)=O